tert-butyl (E)-2-(2,6-dimethyl-4-(3-(4-(methylthio)benzofuran-7-yl)-3-oxoprop-1-en-1-yl)phenoxy)-2-methylpropanoate CC1=C(OC(C(=O)OC(C)(C)C)(C)C)C(=CC(=C1)\C=C\C(=O)C1=CC=C(C=2C=COC21)SC)C